CC1=C(C=CC(=C1)S(=O)(=O)NC=1C=C(C=CC1)C)C1=CC=CC=C1 methyl-N-m-tolyl-[1,1'-biphenyl]-4-sulfonamide